3-(Hydroxymethyl)nonan-2-one OCC(C(C)=O)CCCCCC